5-(2,6-dimethoxyphenyl)-2-(furan-2-yl)-1H-imidazole COC1=C(C(=CC=C1)OC)C1=CN=C(N1)C=1OC=CC1